1-(2-methoxyethyl)-1H-pyrazole-5-carboxylic acid COCCN1N=CC=C1C(=O)O